Methyl 4-(3-(3-(2-chlorophenyl)-1-(methoxycarbonyl)cyclobutyl)ureido)isoquinoline-6-carboxylate ClC1=C(C=CC=C1)C1CC(C1)(C(=O)OC)NC(NC1=CN=CC2=CC=C(C=C12)C(=O)OC)=O